(R)-(3-(dimethylamino)pyrrolidin-1-yl)(3-iodo-1H-indazol-5-yl)methanone CN([C@H]1CN(CC1)C(=O)C=1C=C2C(=NNC2=CC1)I)C